ClC1=C(NC2=NSC=3C2=NC=C(N3)OC)C=CC=C1C1=CC3=C(OCCO3)C=C1 3-(2-chloro-3-(1,4-benzodioxan-6-yl)anilino)-6-methoxyisothiazolo[4,5-b]pyrazin